tert-butyl 9-(4-nitrophenyl)-3,9-diazaspiro[5.5]undecane-3-carboxylate [N+](=O)([O-])C1=CC=C(C=C1)N1CCC2(CCN(CC2)C(=O)OC(C)(C)C)CC1